NC=1N=C(SC1C(C1=CC=C(C=C1)F)=O)N(C1=CC=C(C=C1)OC(F)(F)F)[C@H](C(=O)N)C (S)-2-[N-[4-Amino-5-(4-fluorobenzoyl)thiazol-2-yl]-4-(trifluoromethoxy)anilino]propanamid